tert-butyl (3S)-3-[(7-bromo-2-chloro-8-fluoro-6-iodoquinazolin-4-yl)(methyl)amino]pyrrolidine-1-carboxylate BrC1=C(C=C2C(=NC(=NC2=C1F)Cl)N([C@@H]1CN(CC1)C(=O)OC(C)(C)C)C)I